(S)-7-((3-bromo-5,6-difluoro-1,8-dimethyl-4-carbonyl-1,4-dihydroquinolin-2-yl)methyl)-4-ethyl-4-hydroxy-1,7-dihydro-3H-pyrano[3,4-c]pyridine-3,8(4H)-dione BrC1=C(N(C2=C(C=C(C(=C2C1=C=O)F)F)C)C)CN1C(C2=C(C=C1)[C@@](C(OC2)=O)(O)CC)=O